pyridine-5(4H)-acetic acid methylester COC(CC=1CCC=NC1)=O